C(O)([O-])=O.C(CCCCCCCCC)[N+]1=CN(C=C1)C 3-decyl-1-methyl-1H-imidazol-3-ium hydrogen carbonate